tris-(beta-chloroethyl) phosphate P(=O)(OCCCl)(OCCCl)OCCCl